C(C)(C)N1C=NC(=C1)C(=O)N1C[C@@H]2C[C@@H]2C1 (1R,5S,6r)-3-[(1-isopropyl-1H-imidazol-4-yl)carbonyl]-3-azabicyclo[3.1.0]Hexane